[Ru](Cl)Cl.C(C1=CC=CC=C1)(P(C1CCCCC1)(C1CCCCC1)C1CCCCC1)P(C1CCCCC1)(C1CCCCC1)C1CCCCC1 Benzylidenebis(tricyclohexylphosphine) ruthenium dichloride